C(C)(C)(C)C1=C(OCC2=NNC(N2C)=O)C=CC(=C1)C1=CN=CN1 3-[[2-tert-butyl-4-(1H-imidazol-5-yl)phenoxy]methyl]-4-methyl-1H-1,2,4-triazol-5-one